(2R)-N-isopropyl-2-(methylamino)propanamide hydrochloride Cl.C(C)(C)NC([C@@H](C)NC)=O